2-bromo-1-(2-(6-cyclopropylpyridin-3-yl)-8-methoxy-2,3-dihydrobenzo[b][1,4]dioxin-6-yl)ethanone BrCC(=O)C1=CC2=C(OC(CO2)C=2C=NC(=CC2)C2CC2)C(=C1)OC